NC[Si](OCC)(OCC)C (1-aminomethyl)(methyl)(diethoxy)silane